bis(2-silylethyl)silane [SiH3]CC[SiH2]CC[SiH3]